N-(2-(3-chloropyridin-2-yl)ethyl)-5-chloro-6-methylpyrimidin-4-amine ClC=1C(=NC=CC1)CCNC1=NC=NC(=C1Cl)C